FC1(CCCC2=C(C=CC=C12)C=1C=C2C(=CN1)NN=C2C2=CC=C(C=C2)N2CCN(CC2)C)N fluoro-5-(3-(4-(4-methylpiperazin-1-yl)phenyl)-1H-pyrazolo[3,4-c]pyridin-5-yl)-1,2,3,4-tetrahydronaphthalen-1-amine